5,10,15,20-tetrakis(pentafluorophenyl)porphyrin manganese (III) chloride [Cl-].[Mn+3].FC1=C(C(=C(C(=C1C=1C2=CC=C(N2)C(=C2C=CC(C(=C3C=CC(=C(C=4C=CC1N4)C4=C(C(=C(C(=C4F)F)F)F)F)N3)C3=C(C(=C(C(=C3F)F)F)F)F)=N2)C2=C(C(=C(C(=C2F)F)F)F)F)F)F)F)F.[Cl-].[Cl-]